3,4-bis-[2-(2-methoxyethoxycarbonyl)-ethoxycarbonyl]-thioxanthone COCCOC(=O)CCOC(=O)C=1C=CC=2C(C3=CC=CC=C3SC2C1C(=O)OCCC(=O)OCCOC)=O